2,4,4-TRIMETHYL-2-PENTENE CC(C)=CC(C)(C)C